CC=1C=CC(N(C1)C1=CC=CC=C1)=O 5-methyl-1-phenyl-2(1h)-pyridone